(S)-2-((4-chloro-2-fluorobenzyl)oxy)-7-((6-ethynyl-3-(oxetan-2-ylmethyl)-3H-imidazo[4,5-b]pyridin-2-yl)methyl)-3-(trifluoromethyl)-5,6,7,8-tetrahydro-1,7-naphthyridine ClC1=CC(=C(COC2=NC=3CN(CCC3C=C2C(F)(F)F)CC2=NC=3C(=NC=C(C3)C#C)N2C[C@H]2OCC2)C=C1)F